COC1=CC=C(C=C1)C(C(=O)O)C(CC(=O)O)C1=CC=CC=C1 2-(4-methoxyphenyl)-3-phenylpentanedioic acid